F[C@@H]1CN(CC[C@H]1NC1=NN2C(C=N1)=C(N=C2CC(C)C)C)S(=O)(=O)C (3R,4R)-3-fluoro-1-methanesulfonyl-N-[5-methyl-7-(2-methylpropyl)imidazo[4,3-f][1,2,4]triazin-2-yl]piperidin-4-amine